5-((R)-3-hydroxy-1-methyl-2-oxopyrrolidin-3-yl)isoxazol O[C@@]1(C(N(CC1)C)=O)C1=CC=NO1